1,3-bis(N,N-diglycidyl-aminomethyl)cyclohexaneN C(C1CO1)N(CC1CO1)CC1=CC(CCC1)CN(CC1CO1)CC1CO1